5-bromo-2-morpholino-pyridine-3-carbonitrile BrC=1C=C(C(=NC1)N1CCOCC1)C#N